6-(oxetan-3-yloxy)pyridazin-3-amine O1CC(C1)OC1=CC=C(N=N1)N